ClC=1C=C(C=CC1F)C(COC(C(C)(C)C)=O)(C)N=C=S [2-(3-chloro-4-fluoro-phenyl)-2-isothiocyanato-propyl]2,2-dimethylpropionate